(±)-(3-Ethyl-piperidin-1-yl)-quinoxalin-6-yl-methanone C(C)[C@H]1CN(CCC1)C(=O)C=1C=C2N=CC=NC2=CC1 |r|